N=1C=2N(C=CC1)C=CC2C(=O)O pyrrolo[1,2-a]pyrimidine-8-carboxylic acid